OC1=C(C=CC(=C1)O)CC1=C(C=C(C=C1)O)O bis(2,4-dihydroxyphenyl)methane